O=C1NCC[C@@H]1NC1=CC(=NC(=N1)C=1C=CC2=C(N(C=N2)C2=CC=C(C=C2)C(F)(F)F)C1)C(=O)N (S)-6-((2-oxopyrrolidin-3-yl)amino)-2-(1-(4-(trifluoromethyl)phenyl)-1H-benzo[d]imidazol-6-yl)pyrimidine-4-carboxamide